FC1=C(C=CC=C1)C1=C(C(=CC=C1)C=1OC2=C(N1)C=C(C(=C2)OCC#N)CNCCO)C [(2-(2'-Fluoro-2-methylbiphenyl-3-yl)-5-{[(2-hydroxyethyl)amino]methyl}-1,3-benzoxazol-6-yl)oxy]acetonitril